FC1=C2C(=CN=C1N1CCC(CC1)N1CC3(COC3)C1)NC(=C2C(C)C)C=2C=C(C=1N(C2)N=CN1)C 6-(1-(4-fluoro-3-isopropyl-2-(8-methyl-[1,2,4]triazolo[1,5-a]pyridin-6-yl)-1H-pyrrolo[2,3-c]pyridin-5-yl)piperidin-4-yl)-2-oxa-6-azaspiro[3.3]heptane